ClC1=C(C=C(C=C1)C1=CC=C(C=C1)C(NC1=CC(=C(C=C1)O)NS(=O)(=O)C1=CC=C(C=C1)F)=O)C(=O)O 4-chloro-4'-((3-((4-fluorophenyl)sulfonamido)-4-hydroxyphenyl)carbamoyl)-[1,1'-biphenyl]-3-carboxylic acid